C1=CC(=C(C=C1C2=C(C(=O)C3=C(C=C(C=C3O2)O)O)O[C@H]4[C@@H]([C@H]([C@@H]([C@H](O4)CO[C@H]5[C@@H]([C@H]([C@@H]([C@H](O5)CO)O)O)O)O)O)O)O)O The molecule is a quercetin O-glycoside in which the hydroxy hydrogen at position 3 of quercetin has been replaced by a gentiobiosyl group. It has a role as a Brassica napus metabolite. It is a quercetin O-glycoside, a disaccharide derivative and a tetrahydroxyflavone. It derives from a gentiobiose.